C([C@@H]1[C@@H]([C@@H]([C@H]([C@@H](O1)O[C@H]2[C@H]([C@H](OC([C@@H]2O[C@H]3[C@@H]([C@H]([C@H]([C@H](O3)CO)O)O)O)O)CO)O)O)O)O)O The molecule is a galactotriose that is D-galactpyranose in which the hydroxy groups at positions 2 and 3 have each been converted into the corresponding beta-D-galactopyranosyl derivative. It derives from a beta-D-Galp-(1->3)-D-Galp.